C1(CCCC1)OC1=CC=C(C=C1)C=1C=NC=C(C(=O)N/N=C/C2=CC(=CC(=C2)OC)OC)C1 (E)-5-(4-(cyclopentyloxy)phenyl)-N'-(3,5-dimethoxybenzylidene)nicotinohydrazide